(1R,2S,3R,5R)-5-(((2-amino-3-bromoquinolin-yl)oxy)methyl)-3-(4-chloro-7H-pyrrolo[2,3-d]pyrimidin-7-yl)-1-methylcyclopentane-1,2-diol NC1=NC2=CC=CC=C2C(=C1Br)OC[C@H]1C[C@H]([C@@H]([C@@]1(O)C)O)N1C=CC2=C1N=CN=C2Cl